C(C=C)N1N=CC=C1 prop-2-enyl-2H-pyrazole